OC1CCC(CC1)NC=1C2=C(N=C(N1)NC1=CC=C(C=C1)N1CCN(CC1)C)NC=C2C=O (4-(((1r,4r)-4-hydroxycyclohexyl)amino)-2-((4-(4-methylpiperazin-1-yl)phenyl)amino)-7H-pyrrolo[2,3-d]pyrimidin-5-yl)methanone